1,2-bis(2-ethylhexyloxycarbonyl)ethane sodium [Na].C(C)C(COC(=O)CCC(=O)OCC(CCCC)CC)CCCC